2-(3'-tert-Butyl-2'-hydroxy-5'-(2-octyloxycarbonyl-ethyl)phenyl)-5-chlorobenzotriazol C(C)(C)(C)C=1C(=C(C=C(C1)CCC(=O)OCCCCCCCC)N1N=C2C(=N1)C=CC(=C2)Cl)O